((R)-1-methylenetetrahydro-1H-pyrrolizin-7a(5H)-yl)methanol C=C1CCN2CCC[C@]12CO